8-[6-(2-hydroxypropan-2-yl)pyridin-3-yl]-6-oxo-2H,3H,4H,6H-pyrimido[2,1-b][1,3]thiazine-7-carbonitrile OC(C)(C)C1=CC=C(C=N1)C=1N=C2SCCCN2C(C1C#N)=O